C(C)(C)NC(O[C@@H]1CO[C@H](C1)C1=CC(=NN1)NC=1C=CC2=C(CNS2(=O)=O)C1)=O (3S,5R)-5-(3-((1,1-dioxido-2,3-dihydrobenzo[d]isothiazol-5-yl)amino)-1H-pyrazol-5-yl)tetrahydrofuran-3-yl isopropylcarbamate